3-((4-((3-chlorobenzyl)amino)-6-(3,5-dimethylisoxazol-4-yl)quinazolin-2-yl)amino)propan-1-ol ClC=1C=C(CNC2=NC(=NC3=CC=C(C=C23)C=2C(=NOC2C)C)NCCCO)C=CC1